5-(4-((4,4-difluoropiperidin-1-yl)sulfonyl)-2-methylphenyl)-4-methyl-1H-indazol-3-amine FC1(CCN(CC1)S(=O)(=O)C1=CC(=C(C=C1)C=1C(=C2C(=NNC2=CC1)N)C)C)F